COCOC1=C(C=C(C=C1)C)C(=CC1N(CCCC1)C)C1=CC=C(C=C1)C 2-[2-(2-methoxymethoxy-5-methyl-phenyl)-2-(4-methylphenyl)-vinyl]-N-methylpiperidine